N-(2-amino-4-bromo-3-fluoro-6-methoxyphenyl)benzamide methyl-6-(8-ethyl-7-fluoro-3-(methoxymethoxy)naphthalen-1-yl)-4-oxotetrahydro-2H-pyran-3-carboxylate COC(=O)C1COC(CC1=O)C1=CC(=CC2=CC=C(C(=C12)CC)F)OCOC.NC1=C(C(=CC(=C1F)Br)OC)NC(C1=CC=CC=C1)=O